(S)-3,3'-bis(2,4,6-triethylphenyl)-[1,1'-binaphthyl]-2,2'-diol C(C)C1=C(C(=CC(=C1)CC)CC)C1=C(C(=C2C=CC=CC2=C1)C=1C(=C(C=C2C=CC=CC12)C1=C(C=C(C=C1CC)CC)CC)O)O